acryl monoisocyanate C(=O)(C=C)N=C=O